1-(sec-butylamino)-3-(3,6-dichloro-9H-carbazol-9-yl)propan-2-ol C(C)(CC)NCC(CN1C2=CC=C(C=C2C=2C=C(C=CC12)Cl)Cl)O